C1(=CC=CC=C1)C=1C=CC2=CC=C3C=CC(=NC3=C2N1)C=1C=C(C=CC1)C1=C2C=CC3=C(C2=NC=2C4=C(C=CC12)C=CC=C4)C=CC=C3 7-(3-(9-phenyl-1,10-phenanthrolin-2-yl)phenyl)dibenzo[c,h]acridine